N-(3-(1H-imidazol-1-yl)propyl)-7-cyclohexyl-5-phenylpyrazolo[1,5-a]pyrimidine-2-carboxamide N1(C=NC=C1)CCCNC(=O)C1=NN2C(N=C(C=C2C2CCCCC2)C2=CC=CC=C2)=C1